phenol (3,5-dibutyl-4-hydroxyphenyl octadecyl propionate) C(CCC)C=1C=C(C=C(C1O)CCCC)CCCCCCCCCCCCCCCCCCC(C(=O)OC1=CC=CC=C1)C